6-(3,4-dimethylphenyl)-2-(3-fluorophenyl)-N-(1-hydroxy-3-methylbut-2-yl)-3-oxo-2,3-dihydropyridazine-4-carboxamide CC=1C=C(C=CC1C)C=1C=C(C(N(N1)C1=CC(=CC=C1)F)=O)C(=O)NC(CO)C(C)C